(e)-1-([1,1'-Biphenyl]-2-yl)-2-(((5-chlorothiophen-2-yl)methylene)amino)ethan-1-ol C1(=C(C=CC=C1)C(C/N=C/C=1SC(=CC1)Cl)O)C1=CC=CC=C1